COC1=CC=C(C=C1)C(C1=C(C(=CC=2C3=CC(=C(C=C3CC12)C)C)C)C)(C1C=CC=C1)C1=CC=C(C=C1)OC bis(4-methoxyphenyl)(cyclopentadienyl)(2,3,6,7-tetramethylfluorenyl)methane